C(C)(C)NCCC1=NN=C(O1)C1=C(NC2=CC=C(C=C2)C(F)(F)F)C=CC=C1 2-(5-(2-(isopropylamino)ethyl)-1,3,4-oxadiazol-2-yl)-N-(4-(trifluoromethyl)phenyl)aniline